SCCC(=O)O.SCCC(=O)O.OCC(O)CO glycerin di(3-mercaptopropionate)